C1(CCC1)[C@H](C)N1C=NC(=C1)C(=O)N1C[C@H]2C([C@H]2C1)C1=NOC(C1)(C)C (1-((S)-1-cyclobutylethyl)-1H-imidazol-4-yl)((1R,5S,6S)-6-(5,5-dimethyl-4,5-dihydroisoxazol-3-yl)-3-azabicyclo[3.1.0]hexan-3-yl)methanone